FC=1C(=NC(=NC1)N1CCNCC1)N1N=C(N=C1)C 5-fluoro-4-(3-methyl-1H-1,2,4-triazol-1-yl)-2-(piperazin-1-yl)pyrimidine